copper di(ethyl 4,4,4-trifluoroacetoacetate) C(C)C(C(=O)[O-])C(=O)C(F)(F)F.C(C)C(C(=O)[O-])C(=O)C(F)(F)F.[Cu+2]